6-(5-cyano-1H-pyrrolo[2,3-b]pyridin-1-yl)-N-(1-((2-(2,6-dioxopiperidin-3-yl)-1-oxoisoindolin-5-yl)methyl)piperidin-4-yl)-4-(isopropylamino)nicotinamide C(#N)C=1C=C2C(=NC1)N(C=C2)C2=NC=C(C(=O)NC1CCN(CC1)CC=1C=C3CN(C(C3=CC1)=O)C1C(NC(CC1)=O)=O)C(=C2)NC(C)C